(R)-4-(7-fluoro-imidazo[1,2-a]pyridin-3-yl)-7-((5-(4-methyl-1-oxa-4,8-diaza-spiro[5.5]undecan-8-yl)pyridin-2-yl)amino)isoindolin-1-one FC1=CC=2N(C=C1)C(=CN2)C2=C1CNC(C1=C(C=C2)NC2=NC=C(C=C2)N2C[C@]1(CN(CCO1)C)CCC2)=O